tri-α-linolenoyl-glycerol C(CCCCCCC\C=C/C\C=C/C\C=C/CC)(=O)C(C(O)(C(CCCCCCC\C=C/C\C=C/C\C=C/CC)=O)C(CCCCCCC\C=C/C\C=C/C\C=C/CC)=O)(O)CO